C(#N)[C-]1C=CC=C1.C(CC)(=O)[C-]1C=CC=C1.[Fe+2] 1-cyano-1'-propionyl-ferrocene